C1(CC1)N1N=CC(=C1)[C@@H]1OCC[C@@H](C1)C1=NC2=NC(=C(N=C2C(=N1)C1=C(C=C(C=C1)C(F)F)F)C)C 2-[(2R,4S)-2-(1-cyclopropylpyrazol-4-yl)-tetrahydropyran-4-yl]-4-[4-(difluoromethyl)-2-fluoro-phenyl]-6,7-dimethyl-pteridine